ClC1=NC=C(C2=CC=CC=C12)[N+](=O)[O-] 1-chloro-4-nitro-isoquinoline